The molecule is an abietane diterpenoid isolated from the stem bark of Fraxinus sieboldiana. It has a role as a plant metabolite. It is a diterpene lactone, an abietane diterpenoid, a tetracyclic diterpenoid and a cyclic terpene ketone. CC(C)C1=C[C@@]2(CC[C@H]3[C@@]4(CCC[C@@]3(C2=CC1=O)C(=O)OC4)C)O